4-[3-[2,6-dichloro-4-(5,8-dioxa-2-azaspiro[3.4]octan-2-yl)benzoyl]-2,4-dihydro-1,3-benzoxazine-8-yl]-5-fluoro-2-(3-oxa-8-azabicyclo[3.2.1]octan-8-yl)benzoic acid ClC1=C(C(=O)N2COC3=C(C2)C=CC=C3C3=CC(=C(C(=O)O)C=C3F)N3C2COCC3CC2)C(=CC(=C1)N1CC2(C1)OCCO2)Cl